C(CCCCCCCCCCCCCCCCCCCCC)(=O)O.C(\C=C/C(=O)O)(=O)O maleic acid behenate